OC1CN(CC1)C(=O)O[C@@H]1CC[C@H](CC1)C(N(CC12CCC(CC1)(CC2)C2=CC(=C(C=C2)OC)C)C2=NC=CC(=C2)C=2C=NN(C2)C(C)(C)C)=O 4-((4-(1-(tert-Butyl)-1H-pyrazol-4-yl)pyridin-2-yl)((4-(4-methoxy-3-methylphenyl)bicyclo[2.2.2]octan-1-yl)methyl)carbamoyl)(trans-cyclohexyl) 3-hydroxypyrrolidine-1-carboxylate